COC=1C=NN(C1)C1(CN(C1)C=1C=2N(C=CC1)N=C(N2)NC=2C=NN(C2)CC(=O)N2CCN(CC2)C)CC#N 2-[3-(4-methoxypyrazol-1-yl)-1-[2-[[1-[2-(4-methylpiperazin-1-yl)-2-oxo-ethyl]pyrazol-4-yl]amino]-[1,2,4]triazolo[1,5-a]pyridin-8-yl]azetidin-3-yl]acetonitrile